ClC=1C=C(C=CC1)N1C=NC2=C1C=CC(=C2)C(=O)N 1-(3-chlorophenyl)-1H-benzo[d]imidazole-5-carboxamide